N[C@H]1CS(C2=C(N(C1=O)CC1=CC=C(C=C1)Cl)C=C(C(=C2)F)C=2N=NC=C(N2)C(CCCl)S(=O)(=O)C)(=O)=O (3R)-3-amino-7-[5-(3-chloro-1-methylsulfonyl-propyl)-1,2,4-triazin-3-yl]-5-[(4-chlorophenyl)methyl]-8-fluoro-1,1-dioxo-2,3-dihydro-1λ6,5-benzothiazepin-4-one